CC12CC3(CC(CC(C1)(C3)C)C2)CC(=O)O 2-(3,5-dimethyladamantan-1-yl)acetic acid